FC(OC=1C(=NC(=NC1OC)N(CC1=CC=C(C=C1)OC)CC1=CC=C(C=C1)OC)OC)F 5-(difluoromethoxy)-4,6-dimethoxy-N,N-bis[(4-methoxyphenyl)methyl]Pyrimidin-2-amine